6-chloro-2-(3,7-dimethyloctyl)-2H-indazol ClC=1C=CC2=CN(N=C2C1)CCC(CCCC(C)C)C